ClC1=CC=C(C=C1)S1(NC(N=C1C1=C(C(=O)N)C=CC=C1)=O)C 2-[(4-chlorophenyl)[methyl]-3-oxo-1,2,4-thiadiazol-5-yl]benzamide